FC(C=1C2=C(N(N1)CC(=O)OCC)C(C1C2C1)(F)F)F ethyl 2-(3-(difluoromethyl)-5,5-difluoro-3b,4,4a,5-tetrahydro-1H-cyclopropa[3,4]cyclopenta[1,2-c]pyrazol-1-yl)acetate